C(C)C1=CN=NN1 5-ethyl-1H-1,2,3-triazole